NC1=NC(=C2N=CN(C2=N1)CCNC(=O)C1=CC(=NN1CC)C)Cl N-(2-(2-amino-6-chloro-9H-purin-9-yl)ethyl)-1-ethyl-3-methyl-1H-pyrazole-5-carboxamide